Methyl (S)-2-((S)-2-((S)-3-(4-fluorophenyl)-2-(5-methylisoxazole-3-carboxamido)propanamido)-4-methylpentanamido)-3-((S)-2-oxopiperidin-3-yl)propanoate FC1=CC=C(C=C1)C[C@@H](C(=O)N[C@H](C(=O)N[C@H](C(=O)OC)C[C@H]1C(NCCC1)=O)CC(C)C)NC(=O)C1=NOC(=C1)C